N-(6-((2-aminophenyl)amino)-6-oxohexyl)-2-fluoro-5-((4-oxo-3,4-dihydro-phthalazin-1-yl)methyl)benzamide NC1=C(C=CC=C1)NC(CCCCCNC(C1=C(C=CC(=C1)CC1=NNC(C2=CC=CC=C12)=O)F)=O)=O